C(C)C=1NC2=CC=CC=C2C1C1=C2CNC(C2=C(C=C1)NC1=NC=C(C=C1)N1CCN(CC1)C)=O 4-(2-ethyl-1H-indol-3-yl)-7-[[5-(4-methylpiperazin-1-yl)-2-pyridyl]amino]isoindolin-1-one